2-((6-chloro-2-morpholinylpyrimidin-4-yl)amino)ethanol ClC1=CC(=NC(=N1)N1CCOCC1)NCCO